N-(4-(4-morpholino-7H-pyrrolo[2,3-d]pyrimidin-6-yl)phenyl)-2-(piperazin-1-yl)pyrimidin-5-amine O1CCN(CC1)C=1C2=C(N=CN1)NC(=C2)C2=CC=C(C=C2)NC=2C=NC(=NC2)N2CCNCC2